N-(aminoiminomethyl)-glycine NN=CNCC(=O)O